COC1=NC=C(C=C1C1=CC=NC=C1)N methoxy-[3,4'-bipyridyl]-5-amine